(±)-ibuprofen L-lysine salt N[C@@H](CCCCN)C(=O)O.OC(=O)[C@H](C)C1=CC=C(CC(C)C)C=C1 |&1:13|